FC=1C=C2C(=NC=NC2=CC1)N1CC=2C=C(C=NC2CC1)N1CC(N(CC1)C)=O 4-(6-(6-fluoroquinazolin-4-yl)-5,6,7,8-tetrahydro-1,6-naphthyridin-3-yl)-1-methylpiperazin-2-one